NC1=C2C(=NC=N1)N(N=C2C#CC2=C(C(=CC(=C2F)OC)OC)F)[C@@H]2CN(CC2)C(C=C)=O (S)-1-(3-(4-amino-3-((2,6-difluoro-3,5-dimethoxyphenyl)ethynyl)-1H-pyrazolo[3,4-d]pyrimidin-1-yl)pyrrolidin-1-yl)prop-2-en-1-one